C1NCN2C1=CN(CC2)C(=O)[O-] dihydro-5H-imidazo[1,5-a]pyrazine-7-carboxylate